(4-(4-((1-(trans-4-ethoxycyclohexyl)-3-(pyrazin-2-yl)-1H-pyrazol-4-yl)carbamoyl)oxazol-2-yl)-1H-pyrazol-1-yl)sodium methylphosphate COP(=O)(O)O.C(C)O[C@@H]1CC[C@H](CC1)N1N=C(C(=C1)NC(=O)C=1N=C(OC1)C=1C=NN(C1)[Na])C1=NC=CN=C1